C(C1=CC=CC=C1)OC1=C(C=C(C(=O)O)C=C1CO)F 4-(benzyloxy)-3-fluoro-5-(hydroxymethyl)benzoic acid